FCC1=CC=C(C=C1)S(=O)(=O)O 4-fluoromethylbenzenesulfonic acid